2-(4-(((6-(cyclopropyl(4-(trifluoromethyl)benzyl)amino)-5-fluoropyrimidin-4-yl)amino)methyl)piperidin-1-yl)-3-hydroxypropanamide C1(CC1)N(C1=C(C(=NC=N1)NCC1CCN(CC1)C(C(=O)N)CO)F)CC1=CC=C(C=C1)C(F)(F)F